FC1(CCC(CC1)C1=NC=CC(=C1NC(=O)C1=NN(C(=C1)C(F)(F)F)C)C1=C(C=CC(=C1)F)F)F N-(2-(4,4-difluorocyclohexyl)-4-(2,5-difluorophenyl)pyridin-3-yl)-1-methyl-5-(trifluoromethyl)-1H-pyrazole-3-carboxamide